FC1=CC(=CC2=C1N=C(O2)C)NC(=O)C=2N=CC(=NC2)N2CC(C2)CN(C(OC(C)(C)C)=O)C(C)C tert-Butyl N-[[1-[5-[(4-fluoro-2-methyl-1,3-benzoxazol-6-yl)carbamoyl]pyrazin-2-yl] azetidin-3-yl]methyl]-N-isopropyl-carbamate